N1N=NC2=NC(=CC=C21)C=2C=C(C(=O)NC1=CC=C(C=C1)OCC1CCN(CC1)C1=CC=CC=C1)C=CC2 3-(1H-[1,2,3]triazolo[4,5-b]pyridin-5-yl)-N-(4-((1-phenylpiperidin-4-yl)methoxy)phenyl)benzamide